ClC1=CC=C(CNC(=O)C=2C=CC(=C(C2)NC(=O)C2=CN=CN2C)C)C=C1 N-{5-[(4-chlorobenzyl)carbamoyl]-2-methylphenyl}-1-methyl-1H-imidazole-5-carboxamide